C1(CCC1)CN(C1CCC(CC1)N(C1=C(C(N(C=2C=CC(=NC12)C#N)C)=O)C#N)C)C1=CC2=C(OCCO2)C=C1 8-((4-((cyclobutylmethyl)(2,3-dihydrobenzo[b][1,4]dioxin-6-yl)amino)cyclohexyl)(methyl)amino)-5-methyl-6-oxo-5,6-dihydro-1,5-naphthyridine-2,7-dicarbonitrile